3-[2-(2-{5-[(1R,4R,7R)-7-amino-2-azabicyclo[2.2.1]heptane-2-carbonyl]-7-methoxy-1-methyl-1H-1,3-benzodiazol-2-yl}-1-(cyclopropylmethyl)-1H-indol-6-yl)ethyl]-1,3-oxazolidin-2-one N[C@H]1[C@@H]2N(C[C@H]1CC2)C(=O)C2=CC1=C(N(C(=N1)C=1N(C3=CC(=CC=C3C1)CCN1C(OCC1)=O)CC1CC1)C)C(=C2)OC